methylbenzotriazolealdehyde CC1=C(C2=C(NN=N2)C=C1)C=O